CN(C1=CC=C(C2=CC=CC=C12)C=O)C 4-(dimethylamino)-1-naphthaldehyde